2-amino-N-[(1S)-5-[2-(2-aminopyridin-3-yl)-5-(pyrazol-1-yl)imidazo[4,5-b]pyridin-3-yl]-2,3-dihydro-1H-inden-1-yl]-5-formyl-4-hydroxybenzamide NC1=C(C(=O)N[C@H]2CCC3=CC(=CC=C23)N2C(=NC=3C2=NC(=CC3)N3N=CC=C3)C=3C(=NC=CC3)N)C=C(C(=C1)O)C=O